COC1=C2C=C(NC2=CC=C1)C(=O)N1[C@@H]([C@@H]2[C@H](C1)CCC2)C(=O)O (1S,3aR,6aS)-2-(4-methoxy-1H-indole-2-carbonyl)-hexahydro-1H-cyclopenta[c]pyrrole-1-carboxylic acid